C(C)OC(C(=CC=CC1=CC=CC=C1)[N+]#[C-])=O 2-isocyano-5-phenylpentane-2,4-dienoic acid ethyl ester